CC1=CC=NO1 5-methylisoxazole